2,5,5-Trimethylthiazolidine-4-carboxylic Acid CC1SC(C(N1)C(=O)O)(C)C